[N+](=O)([O-])C1=CC=C(C(=C1N1CC2(CCC1)CCN(CC2)C(=O)OC(C)(C)C)C(F)(F)F)OCC[Si](C)(C)C tert-Butyl 2-(6-nitro-2-(trifluoromethyl)-3-(2-(trimethylsilyl)ethoxy)phenyl)-2,9-diazaspiro[5.5]undecane-9-carboxylate